O1C(=NC=C1)C=1C(=NC=CN1)C(=O)NCC1CCOCC1 (Oxazol-2-yl)-N-((tetrahydro-2H-pyran-4-yl)methyl)pyrazine-2-carboxamide